4-(5-((4-benzylpiperidin-1-yl)methyl)-4H-1,2,4-triazol-3-yl)-N-(2-(dimethylamino)ethyl)benzoamide C(C1=CC=CC=C1)C1CCN(CC1)CC=1NC(=NN1)C1=CC=C(C(=O)NCCN(C)C)C=C1